ClC1=NC2=C(OC3=C1C=CC(=C3)C)C=C(C=C2)F 11-chloro-7-fluoro-3-methyl-dibenzo[b,f][1,4]Oxazepine